FC(CN1C=NC(=C1C=1C=CC=2N(N1)C(=CN2)C#N)C2=CC=C(C=C2)C(F)(F)F)F 6-(1-(2,2-difluoroethyl)-4-(4-(trifluoro-methyl)phenyl)-1H-imidazol-5-yl)imidazo[1,2-b]pyridazine-3-carbonitrile